2-[(2s)-2-aminopropyl]-3-bromo-7-{[(furan-2-yl)methyl]amino}thieno[3,2-b]pyridine-5-carbonitrile hydrochloride Cl.N[C@H](CC1=C(C2=NC(=CC(=C2S1)NCC=1OC=CC1)C#N)Br)C